6-bromo-7-fluoro-3,4-dihydro-1H-quinolin-2-one BrC=1C=C2CCC(NC2=CC1F)=O